N'-[6-(methoxycarbonyl)pyridin-2-yl]-methyl-1,2-diaminoethane COC(=O)C1=CC=CC(=N1)NCC(N)C